NC1=C2C(=CN=C1)SC(=C2C)C(=O)OC methyl 4-amino-3-methyl-thieno[2,3-c]pyridine-2-carboxylate